2,4-dichlorobenzoyl-acetonitrile ClC1=C(C(=O)CC#N)C=CC(=C1)Cl